7-chloro-1-(3,6,9,12,15,18-hexaoxahenicos-20-yn-1-yl)-5-phenyl-1H-benzo[e][1,4]diazepin-2(3H)-one ClC1=CC2=C(N(C(CN=C2C2=CC=CC=C2)=O)CCOCCOCCOCCOCCOCCOCC#C)C=C1